C(C)(C)(C)OC(=O)N1N=CC(=C1)CO.FC(C=1C=CC=2N(C1)C(=CN2)C2=NC=CC(=N2)N2CC(C2)C(=O)N)(F)F 1-(2-(6-(trifluoromethyl)imidazo[1,2-a]pyridin-3-yl)pyrimidin-4-yl)azetidine-3-carboxamide Tert-butyl-4-(hydroxymethyl)pyrazole-1-carboxylate